COC=1C=C(C=CC(=O)O)C=CC1 meta-methoxycinnamic acid